Cl.CN1[C@@H](CC1)C(=O)O.COC=1C(=C2C(C(=C(OC2=CC1)C1=CC=CC=C1)OC)=O)OC trimethoxyflavone methyl-(S)-azetidine-2-carboxylate hydrochloride